COC1=CC=CC2=C1CC1CC(CNC1C2)C(=O)[O-] 6-methoxy-1,2,3,4,4a,5,10,10a-octahydrobenzo[g]quinoline-3-carboxylate